Tetramethyldisilylene(3-n-butylcyclopentadienyl)(4-phenyl-1,5,6,7-tetrahydro-s-indacenyl)zirconium (IV) C[Zr-6](C1C=CC2=C(C=3CCCC3C=C12)C1=CC=CC=C1)(C1C=C(C=C1)CCCC)(=[SiH2])(=[SiH2])(C)(C)C